dioxothiazetidin O=C1C(NS1)=O